CC1(COP(OC1)=O)C 5,5-dimethyl-1,3,2-dioxaphosphorinane 2-oxide